O[C@H]1[C@H](CCCC1)C1=CC(=C(C#N)C=C1)C(F)(F)F 4-((1R,2R)-2-Hydroxycyclohexyl)-2-(trifluoromethyl)benzonitrile